tert-Butyl 5-(4-(benzyloxy) phenyl)-4-((tert-butoxycarbonyl) amino)-2-methylpent-2-enoate C(C1=CC=CC=C1)OC1=CC=C(C=C1)CC(C=C(C(=O)OC(C)(C)C)C)NC(=O)OC(C)(C)C